(S)-2-((2-amino-1,5-naphthyridin-4-yl)amino)heptan-1-ol NC1=NC2=CC=CN=C2C(=C1)N[C@H](CO)CCCCC